(5-acetyl-2-fluorophenyl)boronic acid C(C)(=O)C=1C=CC(=C(C1)B(O)O)F